CCC(=O)NC(=O)CC dipropionamide